tert-butyl 3-((1-(difluoro-methyl) cyclopropyl) methoxy)-1H-pyrazole-1-carboxylate FC(C1(CC1)COC1=NN(C=C1)C(=O)OC(C)(C)C)F